(1S)-2-hydroxy-1-methyl-3-butynyl (9H-fluoren-9-yl)methanecarbamate C1=CC=CC=2C3=CC=CC=C3C(C12)CNC(=O)O[C@H](C(C#C)O)C